(Z,Z)-l-1,13-Hexadecadienyl acetate C(C)(=O)O\C=C/CCCCCCCCCC\C=C/CC